Dimethylsilylene-(2-isopropyl-4-phenyl-indenyl)(2,7-dimethyl-4-(p-tert-butyl-phenyl)indenyl)zirconium dichloride [Cl-].[Cl-].C[Si](=[Zr+2](C1C(=CC2=C(C=CC(=C12)C)C1=CC=C(C=C1)C(C)(C)C)C)C1C(=CC2=C(C=CC=C12)C1=CC=CC=C1)C(C)C)C